C(C=C)(=O)NCCC[NH+](C)C acryloylaminopropyl-N,N-dimethylammonium